gadolinium 2,2',2''-{10-[1-carboxy-2-{4-[2-(2-ethoxyethoxy)ethoxy] phenyl}ethyl]-1,4,7,10-tetraazacyclododecane-1,4,7-triyl}tris(3-hydroxypropanoate) C(=O)(O)C(CC1=CC=C(C=C1)OCCOCCOCC)N1CCN(CCN(CCN(CC1)C(C(=O)[O-])CO)C(C(=O)[O-])CO)C(C(=O)[O-])CO.[Gd+3]